N-vinyl-N-ethylacetamide C(=C)N(C(C)=O)CC